6-bromo-N-(4-methyl-1,1-dioxidotetrahydro-2H-thiopyran-4-yl)-1H-benzo[d]imidazole-2-carboxamide BrC=1C=CC2=C(NC(=N2)C(=O)NC2(CCS(CC2)(=O)=O)C)C1